6-oxo-8-((2-(piperidin-1-yl)ethyl)carbamoyl)-6H-benzo[c]chromen-3-yl acetate C(C)(=O)OC1=CC=C2C3=C(C(OC2=C1)=O)C=C(C=C3)C(NCCN3CCCCC3)=O